tert-Butyl ((4-aminofuro[3,2-c]pyridin-2-yl)methyl)carbamate NC1=NC=CC2=C1C=C(O2)CNC(OC(C)(C)C)=O